C(C)(C)(C)N1CCC(CC1)OC1=NC=C(C=C1)Br tert-butyl-4-((5-bromopyridin-2-yl)oxy)piperidine